ClC=1C(=NC(=NC1)NC1CCOCC1)C1=CC=C2CN(C(C2=C1)=O)[C@@H](C(=O)N[C@H](CO)C1=NC(=CC=C1)N1C[C@@H](N(CC1)C)C)C (2R)-2-(6-{5-Chloro-2-[(oxan-4-yl)amino]pyrimidin-4-yl}-1-oxo-2,3-dihydro-1H-isoindol-2-yl)-N-[(1S)-1-{6-[(3S)-3,4-dimethylpiperazin-1-yl]pyridin-2-yl}-2-hydroxyethyl]propanamid